(3,4,5-tris((2-decyltetradecyl)oxy)phenyl)methanol C(CCCCCCCCC)C(COC=1C=C(C=C(C1OCC(CCCCCCCCCCCC)CCCCCCCCCC)OCC(CCCCCCCCCCCC)CCCCCCCCCC)CO)CCCCCCCCCCCC